N-methyl-N-(piperidin-4-yl)isoquinolin-8-amine hydrochloride Cl.CN(C=1C=CC=C2C=CN=CC12)C1CCNCC1